(S)-methyl 4-(1-(3-chloro-1-(cyclopropylmethyl)-1H-indole-2-carboxamido)ethyl)benzoate ClC1=C(N(C2=CC=CC=C12)CC1CC1)C(=O)N[C@@H](C)C1=CC=C(C(=O)OC)C=C1